1-methyl-6-[[2-[(5R)-2-oxo-3-(3-oxo-4H-pyrazino[2,3-b][1,4]oxazin-6-yl)-1,3-oxazolidin-5-yl]ethylamino]methyl]-6,7-dihydro-5H-cyclopenta[c]pyridine-4-carbonitrile CC1=NC=C(C2=C1CC(C2)CNCC[C@@H]2CN(C(O2)=O)C2=NC1=C(OCC(N1)=O)N=C2)C#N